C1(CCCCC1)NC(OC1=CC(=CC(=C1)OC)C=1C=NC=C(C1)C=1OC=NN1)=O 3-(5-(1,3,4-oxadiazol-2-yl)pyridin-3-yl)-5-methoxyphenyl cyclohexylcarbamate